tert-butyl 4-[4-[2-ethyl-4-[[3-[3-(trifluoromethyl)-1H-pyrazol-4-yl]imidazo[1,2-a]pyrazin-8-yl]amino]benzoyl]piperazine-1-carbonyl]piperidine-1-carboxylate C(C)C1=C(C(=O)N2CCN(CC2)C(=O)C2CCN(CC2)C(=O)OC(C)(C)C)C=CC(=C1)NC=1C=2N(C=CN1)C(=CN2)C=2C(=NNC2)C(F)(F)F